N-((S)-1-(((S)-4-hydroxy-3-oxo-1-((R)-2-oxopyrrolidin-3-yl)butan-2-yl)amino)-4-methyl-1-oxopentan-2-yl)-4-methoxy-1-propyl-1H-indole-2-carboxamide OCC([C@H](C[C@@H]1C(NCC1)=O)NC([C@H](CC(C)C)NC(=O)C=1N(C2=CC=CC(=C2C1)OC)CCC)=O)=O